2-chloro-N-[2-(1,1-dioxo-1,4-thiazinan-4-yl)ethyl]-4-[[3-fluoro-4-[1-methyl-4-(trifluoromethyl)imidazol-2-yl]phenyl]methoxy]pyrimidin-5-amine ClC1=NC=C(C(=N1)OCC1=CC(=C(C=C1)C=1N(C=C(N1)C(F)(F)F)C)F)NCCN1CCS(CC1)(=O)=O